5-((2-methyl-6-nitrophenyl)amino)picolinic acid methyl ester COC(C1=NC=C(C=C1)NC1=C(C=CC=C1[N+](=O)[O-])C)=O